Benzotriazol-1-oxytris(dimethylamino)phosphorus hexafluorophosphate F[P-](F)(F)(F)(F)F.N1(N=NC2=C1C=CC=C2)O[P+](N(C)C)(N(C)C)N(C)C